3-hydroxy-2-(hydroxymethyl)propionamide tin [Sn].OCC(C(=O)N)CO